ClC=1C(=C(C=CC1)C(\C=C\C1=CC=C(C=C1)OCCO)=O)O (E)-1-(3-chloro-2-hydroxy-phenyl)-3-[4-(2-hydroxyethoxy)phenyl]prop-2-en-1-one